2-(3,4-diamino-2-fluorophenyl)-1-(3,3-difluoroazetidin-1-yl)propan-1-one NC=1C(=C(C=CC1N)C(C(=O)N1CC(C1)(F)F)C)F